3-(1-{4-cyano-5-[5-ethyl-2-(5-trifluoromethylpyridin-2-yl)-thiazol-4-yl]-2H-[1,2,3]triazol-2-yl}-ethoxycarbonyloxy)-2,2-dimethyl-propionic acid C(#N)C1=NN(N=C1C=1N=C(SC1CC)C1=NC=C(C=C1)C(F)(F)F)C(C)OC(=O)OCC(C(=O)O)(C)C